FC1=C2CC(CC2=CC(=C1)OCC(C)(C)O)CNCCC1CN(C(O1)=O)C1=NC2=C(OCC(N2)=O)N=C1 6-[5-[2-[[4-fluoro-6-(2-hydroxy-2-methylpropoxy)-2,3-dihydro-1H-inden-2-yl]methylamino]ethyl]-2-oxo-1,3-oxazolidin-3-yl]-4H-pyrazino[2,3-b][1,4]oxazin-3-one